C(=O)O.ClC1=C(C=CC(=C1)F)N1CCC2(CC1)C=1C=CC(=NC1CN(C2)C[C@@H]2NCCC2)C2=C(C=CC=C2)OCC 1'-(2-chloro-4-fluorophenyl)-2-(2-ethoxyphenyl)-7-[[(2R)-pyrrolidin-2-yl]methyl]spiro[6,8-dihydro-1,7-naphthyridine-5,4'-piperidine] formate salt